C(C(=C)C)(=O)OCCOC1=CC=C(C=C1)C(C(C)(C)O)O 1-[4-(2-methacryloxy)ethoxyphenyl]-2-hydroxy-2-methyl-1-propanol